benzothiophene-3-d1-2-Formaldehyde S1C(=C(C2=C1C=CC=C2)[2H])C=O